N-(4,5-Dimethoxy-2-((4-(2-(((1-methyl-1H-imidazol-5-yl)methyl)((1-methyl-1H-indazol-6-yl)methyl)amino)ethyl)phenyl)carbamoyl)phenyl)-4-oxo-4H-chromene-2-carboxamide COC1=CC(=C(C=C1OC)NC(=O)C=1OC2=CC=CC=C2C(C1)=O)C(NC1=CC=C(C=C1)CCN(CC1=CC=C2C=NN(C2=C1)C)CC1=CN=CN1C)=O